N-((1-([1,2,4]triazolo[1,5-a]pyridin-6-yl)-2-(6-methylpyridin-2-yl)-1H-imidazol-4-yl)methyl)-2-fluoroaniline N=1C=NN2C1C=CC(=C2)N2C(=NC(=C2)CNC2=C(C=CC=C2)F)C2=NC(=CC=C2)C